NCCOCCOCCC(=O)OC methyl 3-[2-(2-aminoethoxy)ethoxy]propanoate